pyrimidin-3-yl pyrrolidine-1-carboxylate N1(CCCC1)C(=O)ON1CN=CC=C1